7-methyl-4-(pyridin-2-ylethynyl)-7H-pyrrolo[2,3-d]pyrimidine-6-carboxylic acid CN1C(=CC2=C1N=CN=C2C#CC2=NC=CC=C2)C(=O)O